[Pt].[Mn].[Cu] copper-manganese-platinum